FC=1C=C(C=CC1[Si](C)(C)C)NC(C(C1=CC=C(C=C1)COC)NC(OCC=C)=O)=O Allyl (2-((3-fluoro-4-(trimethylsilyl)phenyl)amino)-1-(4-(methoxymethyl)phenyl)-2-oxoethyl)carbamate